C(#N)C1(COC1)N1CCN(CC1)C(=O)OC(C)(C)C tert-Butyl 4-(3-cyanooxetan-3-yl)piperazine-1-carboxylate